butyl 4-((1-(4-(2,4-dioxotetrahydropyrimidin-1(2H)-yl)phenyl)piperidin-4-yl)methyl)piperazine-1-carboxylate O=C1N(CCC(N1)=O)C1=CC=C(C=C1)N1CCC(CC1)CN1CCN(CC1)C(=O)OCCCC